3-(5-((((3S,4S)-8-(6-amino-5-((2-aminopyridin-4-yl)thio)pyrazin-2-yl)-3-methyl-2-oxa-8-azaspiro[4.5]decan-4-yl)amino)methyl)-6-fluoro-1-oxoisoindolin-2-yl)piperidine-2,6-dione NC1=C(N=CC(=N1)N1CCC2([C@@H]([C@@H](OC2)C)NCC=2C=C3CN(C(C3=CC2F)=O)C2C(NC(CC2)=O)=O)CC1)SC1=CC(=NC=C1)N